Tert-butyl 2-(2-hydroxyethyl)-2-methylpyrrolidine-1-carboxylate OCCC1(N(CCC1)C(=O)OC(C)(C)C)C